CN1C(C=C(C2=CC=CC=C12)N1CCC(CC1)OC1=CC=C(C=C1)OC(F)(F)F)=O 1-methyl-2-oxo-4-{4-[4-(trifluoromethoxy)phenoxy]piperidin-1-yl}-1,2-dihydroquinoline